CN(C1=NN(C(C=2N1C1=C(C2)SC=C1)=O)CC(=O)NC1CC(C1)(C)O)C 2-(5-(dimethylamino)-8-oxothieno[2',3':4,5]pyrrolo[1,2-d][1,2,4]triazin-7(8H)-yl)-N-((1s,3s)-3-hydroxy-3-methylcyclobutyl)acetamide